BrC=1C=C2C=C(C(=NC2=CC1)OC)[C@@H]([C@](CCN(C)C)(O)C1=CC=CC2=CC=CC=C12)C1=CC=CC=C1 (1S,2S)-1-(6-bromo-2-methoxyquinolin-3-yl)-4-dimethylamino-2-(1-naphthalenyl)-1-phenyl-butan-2-ol